2-hydroxy-N-(((2S)-1-(4-((4-(1-hydroxy-3-(5-hydroxy-6-oxo-1,6-dihydropyrimidin-4-yl)propan-2-yl)phenyl)ethynyl)benzyl)pyrrolidin-2-yl)methyl)acetamide OCC(=O)NC[C@H]1N(CCC1)CC1=CC=C(C=C1)C#CC1=CC=C(C=C1)C(CO)CC=1N=CNC(C1O)=O